Cl.Cl.C1(=CC=CC2=CC=CC=C12)NCCN N-(1-naphthalyl)ethylenediamine dihydrochloride